C1(=C(C=CC=C1)C1=CC=C(C=C1)P(C1=CC=C(C=C1)C1=C(C=CC=C1)C)(C1=CC=C(C=C1)C1=C(C=CC=C1)C)=O)C tris(p-tolylphenyl)phosphine oxide